tert-butyl 6-chloro-8-(5-(methoxycarbonyl)-2-methylpyridin-4-yl)-2,3-dihydro-4H-benzo[b][1,4]oxazine-4-carboxylate ClC1=CC2=C(OCCN2C(=O)OC(C)(C)C)C(=C1)C1=CC(=NC=C1C(=O)OC)C